C(C)C1=C(C=C(C(=C1)O)F)C1=CC(=C2C=NN(C2=C1)C1OCCCC1)O[C@@H]1C[C@H](CC1)NC([O-])=O [(1S,3S)-3-[6-(2-ethyl-5-fluoro-4-hydroxy-phenyl)-1-tetrahydropyran-2-yl-indazol-4-yl]oxycyclopentyl]carbamate